C1C2C3CC(C(C3C1CC2)CO)CO octahydro-4,7-methylene-1H-indendimethanol